COC(=O)[C@H]1C(NC[C@@H]1C1=C(C=CC=C1)OC)=O |o1:4,8| (3R*,4S*)-4-(2-methoxyphenyl)-2-oxopyrrolidine-3-carboxylic acid methyl ester